tert-butyl 3-(8-oxabicyclo[3.2.1]octan-3-yl)propiolate C12CC(CC(CC1)O2)C#CC(=O)OC(C)(C)C